CN1N=C(C=C1)CCN 2-(1-methylpyrazol-3-yl)ethanamine